C(CC=C)N N-but-3-enylamine